2-(benzotriazol-1-yl)-N-[(3,5-difluorophenyl)methyl]-N-[4-(1H-imidazol-4-yl)phenyl]acetamide N1(N=NC2=C1C=CC=C2)CC(=O)N(C2=CC=C(C=C2)C=2N=CNC2)CC2=CC(=CC(=C2)F)F